2-(2-(4-methylpiperazin-1-yl)-5-nitrophenyl)pyrimidine-2,4-diamine CN1CCN(CC1)C1=C(C=C(C=C1)[N+](=O)[O-])C1(NC=CC(=N1)N)N